C1(=CC=C(C=C1)CCSC=1OC(=NN1)CS(=O)(=O)C1=CC=C(C=C1)Cl)C1=CC=CC=C1 1-((1,1'-biphenyl)-4-yl)-2-((5-(((4-chlorophenyl)sulfonyl)methyl)-1,3,4-oxadiazol-2-yl)thio)ethane